(R)-4-((1-(3-(1,1-difluoro-2-hydroxy-2-methylpropyl)-2-fluorophenyl)ethyl)amino)-2,6,8-trimethylpyrazino[2,3-g]quinazolin-7(6H)-one FC(C(C)(C)O)(F)C=1C(=C(C=CC1)[C@@H](C)NC1=NC(=NC2=CC3=C(C=C12)N(C(C(=N3)C)=O)C)C)F